FC=1C(=C(C=CC1F)C(=O)N1CC(C1)C(=O)NCCO)NC1=C(C=C(C=C1)I)F 1-({3,4-difluoro-2-[(2-fluoro-4-iodophenyl)amino]Phenyl}carbonyl)-N-(2-hydroxyethyl)azetidine-3-carboxamide